5-fluoro-2,4-pyrimidinediamine FC=1C(=NC(=NC1)N)N